C(C1=CC=CC=C1)C1=CC=C(C=C1)NC(C1=C(C=CC(=C1)Cl)O)=O N-(4-benzylphenyl)-5-chloro-2-hydroxybenzamide